N[C@H]1[C@H]([C@@H]2COC[C@H](C1)N2C(=O)OC(C)(C)C)F tert-butyl (1S,5S,6R,7R)-7-amino-6-fluoro-3-oxa-9-azabicyclo[3.3.1]nonane-9-carboxylate